CN(CCN(C=1C(=CC(=C(C1)OC)NC1=NC=C(C(=N1)C1=CN(C2=CC(=CC=C12)OC)C)C(F)(F)F)N)C)C N1-(2-(dimethylamino)ethyl)-5-methoxy-N4-(4-(6-methoxy-1-methyl-1H-indol-3-yl)-5-(trifluoromethyl)pyrimidin-2-yl)-N1-methylbenzene-1,2,4-triamine